NC=1C(N(C=C(N1)C=1C=CC(=C(C1)NS(=O)(=O)C)OC)C)=O N-[5-(6-amino-4-methyl-5-oxopyrazin-2-yl)-2-methoxyphenyl]methanesulfonamide